5-{[cis-2-aminocyclohexyl]amino}-N-[1-methyl-3-(methylcarbamoyl)-1H-pyrazol-4-yl]pyrazolo[1,5-a]pyrimidine-3-carboxamide trifluoroacetate FC(C(=O)O)(F)F.N[C@@H]1[C@@H](CCCC1)NC1=NC=2N(C=C1)N=CC2C(=O)NC=2C(=NN(C2)C)C(NC)=O